N1(C=NC=C1)C=1C=C(CN(C2=CC(=CC=C2)OCCOCCN2CCOCC2)CC2=CC(=CC=C2)OC)C=CC1 N-(3-(1H-imidazol-1-yl)benzyl)-N-(3-methoxybenzyl)-3-(2-(2-morpholinoethoxy)ethoxy)aniline